N-(2-(3-(2-((1,5-dimethyl-1H-pyrazol-3-yl)amino)-5-methylpyrimidin-4-yl)-1H-indol-7-yl)-1-oxoisoindolin-4-yl)benzamide CN1N=C(C=C1C)NC1=NC=C(C(=N1)C1=CNC2=C(C=CC=C12)N1C(C2=CC=CC(=C2C1)NC(C1=CC=CC=C1)=O)=O)C